(2S,4R)-9-{1-[(3S,5R)-5-carbamoylpyrrolidin-3-yl]azetidin-3-yl}oxy-5,5-dihydroxy-6-oxa-5-boranuidatricyclo[5.4.0.02,4]undeca-1(7),8,10-triene-8-carboxylate C(N)(=O)[C@H]1C[C@@H](CN1)N1CC(C1)OC1=C(C=2O[B-]([C@@H]3C[C@@H]3C2C=C1)(O)O)C(=O)[O-]